ClC1=CC=C(C=C1)[C@H](CC1=NOC(=N1)CN1C(NC=C(C1=O)C([2H])([2H])[2H])=O)O 3-({3-[(2S)-2-(4-chlorophenyl)-2-hydroxyethyl]-1,2,4-oxadiazol-5-yl}methyl)-5-(2H3)methyl-1,2,3,4-tetrahydropyrimidine-2,4-dione